BrC1=C2C=CC(=CC2=CC=C1)C(=O)N 5-bromo-naphthalene-2-carboxamide